O1CC(C1)C(COCC(CC)C1COC1)CC bis[2-(3-oxetanyl)butyl]Ether